FC=1C=C(/C=C/C2=CN(C3=NC=C(C=C32)NC(C=C)=O)C)C=CC1F (E)-N-(3-(3,4-Difluorostyryl)-1-methyl-1H-pyrrolo[2,3-b]pyridin-5-yl)acrylamide